methyl-3-((5-(trifluoromethyl)pyridin-2-yl)methyl)naphthalene-1,4-diol CC1=C(C2=CC=CC=C2C(=C1CC1=NC=C(C=C1)C(F)(F)F)O)O